3-(4-chloro-2-methylphenoxy)propan-1-ol ClC1=CC(=C(OCCCO)C=C1)C